FC=1C=2N(C=C(C1)C1=CC(=C(C=C1)C1=CC=C(N=N1)C1CN(C1)C(=O)OC(C)(C)C)OCOC)C=C(N2)C tert-butyl 3-(6-(4-(8-fluoro-2-methylimidazo[1,2-a]pyridin-6-yl)-2-(methoxymethoxy)phenyl)pyridazin-3-yl)azetidine-1-carboxylate